BrC1=CC(=C(C#N)C(=C1)SC)F 4-bromo-2-fluoro-6-(methylthio)benzonitrile